(S)-2-(3-((2-amino-4-methyl-6-((1-(methylsulfonyl)heptan-3-yl)amino)pyrimidin-5-yl)methyl)-4-methoxyphenyl)acetonitrile NC1=NC(=C(C(=N1)C)CC=1C=C(C=CC1OC)CC#N)N[C@H](CCS(=O)(=O)C)CCCC